tricyanopropyl-triethoxysilane (S)-quinuclidin-3-yl-(5'-(4-(trifluoromethoxy)phenyl)-1',3'-dihydrospiro[cyclopropane-1,2'-inden]-1'-yl)carbamate N12CC(C(CC1)CC2)N(C(O)=O)[C@H]2C1(CC3=CC(=CC=C23)C2=CC=C(C=C2)OC(F)(F)F)CC1.C(#N)C(CC[Si](OCC)(OCC)OCC)(C#N)C#N